(2R)-2-amino-2-[3-(trifluoro-methoxy)phenyl]acetic acid ethyl ester hydrochloride Cl.C(C)OC([C@@H](C1=CC(=CC=C1)OC(F)(F)F)N)=O